CCCCC(C1=CC(=C(C(=C1)O)[C@@H]2C=C(CC[C@H]2C(=C)C)C)O)O The molecule is a hydroxy-cannabidiol that is cannabidiol in which one of the two hydrogens at position 1 of the pentyl chain has been replaced by a hydroxy group. It is a metabolite of cannabidiol by human liver microsomes, produced particularly by CYP1A. It has a role as a human xenobiotic metabolite. It is a hydroxy-cannabidiol, an olefinic compound, a member of resorcinols and a secondary alcohol.